tert-butyl ((1-(2-chloro-5-methylpyrimidin-4-yl)-3-methylazetidin-3-yl)methyl)carbamate ClC1=NC=C(C(=N1)N1CC(C1)(C)CNC(OC(C)(C)C)=O)C